ClCC1=NC2=C(N1C[C@H]1OCC1)C=CC(=C2)CCC(=O)OCC Ethyl (S)-3-(2-(chloromethyl)-1-(oxetan-2-ylmethyl)-1H-benzo[d]imidazol-5-yl)propanoate